1,4-Benzoxazin O1CC=NC2=C1C=CC=C2